ClC=1C(=C(CN2CCC(CC2)(C(=O)O)CC2=NC(=CC=C2F)NC2=NNC(=C2)C)C=CC1)F 1-(3-chloro-2-fluorobenzyl)-4-((3-fluoro-6-((5-methyl-1H-pyrazol-3-yl)amino)pyridin-2-yl)methyl)piperidine-4-carboxylic acid